2-chloro-1,3-thiazole-5-carbonitrile ClC=1SC(=CN1)C#N